(6-p-toluenesulfonylimidazo[4,5-d]pyrrolo[2,3-b]pyridin-1(6H)-yl)piperidine-4-carbonitrile CC1=CC=C(C=C1)S(=O)(=O)N1C=CC=2C1=NC=C1C2N(C=N1)N1CCC(CC1)C#N